2-[[6-[[5-chloro-2-[4-[[3-(2,6-dioxo-3-piperidyl)-1-methyl-indazol-6-yl]-(2-hydroxyethyl)amino]-1-piperidyl]pyrimidin-4-yl]amino]-1-methyl-2-oxo-3-quinolyl]oxy]-N-methyl-acetamide ClC=1C(=NC(=NC1)N1CCC(CC1)N(CCO)C1=CC=C2C(=NN(C2=C1)C)C1C(NC(CC1)=O)=O)NC=1C=C2C=C(C(N(C2=CC1)C)=O)OCC(=O)NC